C1(=CC=CC=C1)[C@@H](C)OC(NC=1C(=NOC1C1=CC=C(C=C1)CO)C)=O [5-(4-Hydroxymethyl-phenyl)-3-methyl-isoxazol-4-yl]-carbamic acid (R)-1-phenyl-ethyl Ester